OC[C@H]1O[C@H]([C@H]2[C@@H]1OC(O2)(C)C)N2C=CC=1C2=NC(=C(C1N1CC(CC1)(F)F)C#N)Cl 1-[(3aR,4R,6R,6aR)-6-(hydroxymethyl)-2,2-dimethyl-3a,4,6,6a-tetrahydrofuro[3,4-d][1,3]dioxol-4-yl]-6-chloro-4-(3,3-difluoropyrrolidin-1-yl)pyrrolo[2,3-b]pyridine-5-carbonitrile